C(=O)(O)C(C(=O)N[C@@H](CC(C)C)C(=O)O)CC1=CC=CC=C1 2-carboxy-3-phenylpropionylleucine